ClC=1C2=CN(N=C2C(=C(C1)C1=CC=C(C=C1)[C@@H]1[C@H](CN(CC1)CC)F)Cl)C(C(=O)OCC)C1=C2N(C=N1)C[C@@H](C2)F ethyl 2-[4,7-dichloro-6-[4-[(3R,4R)-1-ethyl-3-fluoro-4-piperidyl]phenyl]indazol-2-yl]-2-[(6R)-6-fluoro-6,7-dihydro-5H-pyrrolo[1,2-c]imidazol-1-yl]acetate